4-chloro-N-(2,5-difluorophenyl)-N-((1R)-{4-fluoro-2-[3-(1H-imidazol-1-yl)propyl]phenyl}ethyl)benzenesulfonamide hydrochloride Cl.ClC1=CC=C(C=C1)S(=O)(=O)N(CCC1=C(C=C(C=C1)F)CCCN1C=NC=C1)C1=C(C=CC(=C1)F)F